C1(CC1)C1=CC=C(N1)C(=O)NC1(CCCCC1)C(=O)OC methyl 1-[(5-cyclopropyl-1H-pyrrole-2-carbonyl)amino]cyclohexanecarboxylate